1-{(2-hydroxydecyl)[3-(methylamino)propyl]amino}-2-decanol OC(CN(CC(CCCCCCCC)O)CCCNC)CCCCCCCC